2-(4-fluorobenzyl)-3,3-dimethyl-1-oxo-1,2,3,4-tetrahydroisoquinoline-4-carboxylic acid FC1=CC=C(CN2C(C3=CC=CC=C3C(C2(C)C)C(=O)O)=O)C=C1